O=C(C[C@@H]1CC[C@@H](O1)CNC1=C(C(NN=C1)=O)C(F)(F)F)N1CCN(CC1)C1=NC=C(C=C1)C(F)(F)F 5-([[(2R,5S)-5-(2-oxo-2-[4-[5-(trifluoromethyl)pyridin-2-yl]piperazin-1-yl]ethyl)oxolan-2-yl]methyl]amino)-4-(trifluoromethyl)-2,3-dihydropyridazin-3-one